3-(aminomethyl)thietane 1,1-dioxide NCC1CS(C1)(=O)=O